NC(CO)C1=CC(=CC=C1)Cl 2-amino-2-(3-chlorophenyl)ethan-1-ol